3-acetyl-4-amino-5-tolunitrile C(C)(=O)C=1C=C(C=C(C1N)C#N)C